N-acetyl-N-(3-fluoro-4-iodopyridin-2-yl)acetamide C(C)(=O)N(C(C)=O)C1=NC=CC(=C1F)I